BrC=1C=C(CN(S(=O)(=O)C2=CC=C(C=C2)NC(=O)NCC2=CC=NC=C2)CC2=CC=C(C=C2)F)C=C(C1)Br N-(3,5-dibromobenzyl)-N-(4-fluorobenzyl)-4-(3-(pyridin-4-ylmethyl)ureido)benzenesulfonamide